OC1=C(C(=CC(=C1)CC(C)(C)OC)O)C1=C2CC(N(C2=CC=C1C)CC)=O 4-(2,6-Dihydroxy-4-(2-methoxy-2-methylpropyl)phenyl)-1-ethyl-5-methylindolin-2-one